Cl.CN(C(C1=CC=CC=C1)=O)CC#C N-methyl-N-(prop-2-yn-1-yl)benzamide monohydrochloride